2-(2-bromo-6-isopropyl-5,8-dioxo-5,6,7,8-tetrahydro-4H-pyrazolo[1,5-a]pyrrolo[3,4-d]pyrimidin-4-yl)-N-(2,4-difluorophenyl)acetamide BrC1=NN2C(N(C3=C(C2=O)CN(C3=O)C(C)C)CC(=O)NC3=C(C=C(C=C3)F)F)=C1